3-benzyl-1-imidazo[1,2-a]pyridin-2-yl-piperazin-2-one C(C1=CC=CC=C1)C1C(N(CCN1)C=1N=C2N(C=CC=C2)C1)=O